N-((S)-(4,4-difluorocyclohexyl)(5-(((S)-2-oxo-4-(trifluoromethyl)imidazolidin-1-yl)methyl)-benzo[d]oxazol-2-yl)methyl)-4-methyl-1,2,5-oxadiazole-3-carboxamide FC1(CCC(CC1)[C@H](NC(=O)C1=NON=C1C)C=1OC2=C(N1)C=C(C=C2)CN2C(N[C@@H](C2)C(F)(F)F)=O)F